5-(methylsulfonyl)-1H-benzo[d]imidazole-6-carboxamide CS(=O)(=O)C1=CC2=C(NC=N2)C=C1C(=O)N